2-allyl-6-((1-cyclopropyl-1H-indazol-5-yl)amino)-1-(6-((1-methylpiperidin-4-yl)oxy)pyridin-2-yl)-1,2-dihydro-3H-pyrazolo[3,4-d]pyrimidin-3-one C(C=C)N1N(C2=NC(=NC=C2C1=O)NC=1C=C2C=NN(C2=CC1)C1CC1)C1=NC(=CC=C1)OC1CCN(CC1)C